[Zn].[U] uranium Zinc